2,2,2-trifluoro-1-(4-methoxyphenyl)ethanone FC(C(=O)C1=CC=C(C=C1)OC)(F)F